5-(4-amino-1-ethyl-1H-pyrazolo[3,4-d]pyrimidin-3-yl)benzo[d]oxazol-2-amine NC1=C2C(=NC=N1)N(N=C2C=2C=CC1=C(N=C(O1)N)C2)CC